FC1([C@@H](CN(C1)C1COC1)NC1=NN2C(C(=N1)OC)=C(C=C2)C=2C=C(C1=C(N(C(=N1)C)C(C)C)C2)F)F (R)-N-(4,4-difluoro-1-(oxetan-3-yl)pyrrolidin-3-yl)-5-(4-fluoro-1-isopropyl-2-methyl-1H-benzo[d]imidazol-6-yl)-4-methoxypyrrolo[2,1-f][1,2,4]triazin-2-amine